3-(5-(1-acetyl-1,2,5,6-tetrahydro-pyridin-3-yl)-1-oxoisoindolin-2-yl)piperidine-2,6-dione C(C)(=O)N1CC(=CCC1)C=1C=C2CN(C(C2=CC1)=O)C1C(NC(CC1)=O)=O